C(C1=CC=CC=C1)(=O)N1C=2C3=C(N(C=C3CCC1)[C@H]1[C@@H]([C@H](OC(C3=CC=CC=C3)=O)[C@H](O1)COC(C1=CC=CC=C1)=O)F)N=CN2 6-benzoyl-2-(3,5-di-O-benzoyl-2-deoxy-2-fluoro-beta-D-ribofuranosyl)-6,7,8,9-tetrahydro-2H-2,3,5,6-tetraazabenzo[cd]azulene